N[C@@H]1C2=CC=CC=C2CC12CCN(CC2)C=2NC(C1=C(N2)NN=C1C1(CC1)C1=CC=C(C#N)C=C1)=O (S)-4-(1-(6-(1-amino-1,3-dihydrospiro[indene-2,4'-piperidine]-1'-yl)-4-oxo-4,5-dihydro-1H-pyrazolo[3,4-d]pyrimidin-3-yl)cyclopropyl)benzonitrile